1-(9-(4-(methylthio)phenyl)-6-propionyl-carbazol-3-yl)pentan-1-one CSC1=CC=C(C=C1)N1C2=CC=C(C=C2C=2C=C(C=CC12)C(CCCC)=O)C(CC)=O